2-(carboxymethoxy)-4-(trifluoromethyl)benzoic acid C(=O)(O)COC1=C(C(=O)O)C=CC(=C1)C(F)(F)F